The molecule is a lysine derivative that is lysine in which one of the hydrogens attached to N(6) is substituted by a methyl group. It is a lysine derivative and a non-proteinogenic alpha-amino acid. CNCCCCC(C(=O)O)N